C(=O)[C@@H]1COCCCN1C(=O)OCC1=CC=CC=C1 (S)-benzyl 3-formyl-1,4-oxazepane-4-carboxylate